ClC1=NC=C(C(=C1C)C(=O)NCC(F)(F)C1=C(C=C(C=C1)C)Cl)OC1=C(C(=CC=C1)C)F 2-chloro-N-[2-(2-chloro-4-methylphenyl)-2,2-difluoroethyl]-5-(2-fluoro-3-methylphenoxy)-3-methylpyridine-4-carboxamide